ClC1=NC(=NC(=C1)C1=CC=2C3(C4=CC=CC=C4C2C=C1)CCCCC3)C3=CC=CC=C3 4-chloro-2-phenyl-6-(spiro[cyclohexane-1,9'-fluoren]-2'-yl)pyrimidine